2-(1-(t-butoxycarbonyl)-5-methoxy-1H-indol-3-yl)-N,N-dimethylethane-1-amine C(C)(C)(C)OC(=O)N1C=C(C2=CC(=CC=C12)OC)CCN(C)C